5-chloro-N-(1,1-dimethylsilinan-4-yl)-4-fluoro-1H-pyrrolo[2,3-c]pyridine-2-carboxamide ClC=1C(=C2C(=CN1)NC(=C2)C(=O)NC2CC[Si](CC2)(C)C)F